1-[2-fluoro-5-(trifluoromethyl)phenyl]-2,4-imidazolidinedione FC1=C(C=C(C=C1)C(F)(F)F)N1C(NC(C1)=O)=O